C1(=CC=CC=C1)C=1C(=C(C=CC1N)C1=CC=C(C=C1)N)C1=CC=CC=C1 diphenyl-4,4'-diaminobiphenyl